1-(5-(methylamino)pyridin-2-yl)pyrrolidin-2-one CNC=1C=CC(=NC1)N1C(CCC1)=O